BrC1=NO[C@H](C1)C=1C=C(C=CC1NC1CCCCC1)S(=O)(=O)NC 3-[(5R)-3-bromo-4,5-dihydroisoxazol-5-yl]-4-(cyclohexylamino)-N-methyl-benzenesulfonamide